2-Fluoro-4-(5-fluorobenzothiazol-2-yl)-6-trifluoromethylaniline FC1=C(N)C(=CC(=C1)C=1SC2=C(N1)C=C(C=C2)F)C(F)(F)F